CCCCCCCCCCCCCCCC/C=C\OC[C@H](COP(=O)([O-])OCC[N+](C)(C)C)OC(=O)CCCCCCCCCCCCCCCC 1-(1Z-octadecenyl)-2-heptadecanoyl-glycero-3-phosphocholine